CC1C(CCCC1)[Si](OC)(OC)OC 2-methylcyclohexyltrimethoxysilane